C(CCCCCCCC)OC(CCCCCC(CN(CCCO)CCCCCCOC(CCC(OCCCC\C=C/CC)OCCCC\C=C/CC)=O)O)=O.CN(C1=CC=C(C=C1)C)C N,N-dimethyl-p-toluidine nonyl-8-((6-((4,4-bis(((Z)-oct-5-en-1-yl)oxy)butanoyl)oxy)hexyl)(3-hydroxypropyl)amino)-7-hydroxyoctanoate